C(C)(C)(C)OC(N[C@@H]1C(N(C2=C(O[C@@H]1C)C=C(C=N2)C#N)C)=O)=O (2R,3S)-8-cyano-2,5-dimethyl-4-oxo-2,3,4,5-tetrahydropyrido-[3,2-b][1,4]oxazepin-3-ylcarbamic acid tert-butyl ester